(2r,3r,4r,5s,6r)-2-((butyryloxy)methyl)-6-(4-chloro-3-(4-ethoxyphenyl)phenyl)tetrahydro-2H-pyran C(CCC)(=O)OC[C@@H]1O[C@H](CCC1)C1=CC(=C(C=C1)Cl)C1=CC=C(C=C1)OCC